CNS(=O)(=O)N1CC2=C(N(C=3C=CC(=CC23)C)C2=CC=C(C=C2)C(F)(F)F)CC1 N,8-dimethyl-5-(4-(trifluoromethyl)phenyl)-1,3,4,5-tetrahydro-2H-pyrido[4,3-b]indole-2-sulfonamide